C1N(CCC12CNCC2)C(=O)[C@H]2CN(C[C@H](O2)C)C2=C1C=CC=NC1=C(C=C2)C(F)(F)F 2,7-diazaspiro[4.4]nonan-2-yl-[(2R,6R)-6-methyl-4-[8-(trifluoromethyl)-5-quinolyl]morpholin-2-yl]methanone